(3S,4S)-1-(4-((((S)-3,6-dioxo-4-tetradecylpiperazin-2-yl)methyl)carbamoyl)benzoyl)-N3,N4-bis((1S,2R)-2-phenylcyclopropyl)pyrrolidine-3,4-dicarboxamide O=C1[C@@H](NC(CN1CCCCCCCCCCCCCC)=O)CNC(=O)C1=CC=C(C(=O)N2C[C@H]([C@@H](C2)C(=O)N[C@@H]2[C@H](C2)C2=CC=CC=C2)C(=O)N[C@@H]2[C@H](C2)C2=CC=CC=C2)C=C1